N[C@H]1CS(C2=C(N(C1=O)CC1=CC=C(C=C1)C1=NC=C(C=C1)C(F)(F)F)C=C(C(=C2)F)C2=NOC(=N2)C2(COC2)N)(=O)=O (3R)-3-amino-7-[5-(3-aminooxetan-3-yl)-1,2,4-oxadiazol-3-yl]-8-fluoro-1,1-dioxo-5-[[4-[5-(trifluoromethyl)-2-pyridinyl]phenyl]methyl]-2,3-dihydro-1λ6,5-benzothiazepine-4-One